ClC1=C(C=CC=C1Cl)SC=1C=2N(C(=NC1)N1CCC(CC1)[C@@H](C)N)C=CN2 (R)-1-(1-(8-((2,3-dichlorophenyl)thio)imidazo[1,2-c]pyrimidin-5-yl)piperidin-4-yl)ethan-1-amine